tert-butyl ((1-oxo-2-(pyridin-3-yl)-2,3-dihydro-1H-pyrrolo[3,4-c]pyridin-6-yl)methyl)carbamate O=C1N(CC=2C=NC(=CC21)CNC(OC(C)(C)C)=O)C=2C=NC=CC2